N-(4-(cis-bicyclo[3.1.0]hexan-3-yloxy)-3,5-difluorophenyl)-2-(3-azabicyclo[3.2.0]heptan-3-yl)-5-ethyloxazole-4-carboxamide C12CC(CC2C1)OC1=C(C=C(C=C1F)NC(=O)C=1N=C(OC1CC)N1CC2CCC2C1)F